1-(1-((1-(((tert-butyldiphenylsilyl)oxy)methyl)cyclopropyl)sulfonyl)cyclopropyl)ethane-1,2-diol [Si](C1=CC=CC=C1)(C1=CC=CC=C1)(C(C)(C)C)OCC1(CC1)S(=O)(=O)C1(CC1)C(CO)O